C(C)(=O)OC1=CC=C2C(C(=COC2=C1)C=O)=O 3-FORMYL-4-OXO-4H-CHROMEN-7-YL ACETATE